NC1CN(CCC1(F)F)C1C(CC(C1)C1=CC=C(C=C1)F)OC1=CC=C(C#N)C=C1 4-[2-(3-amino-4,4-difluoro-1-piperidinyl)-4-(4-fluorophenyl)cyclopentyloxy]Benzonitrile